(S)-2-methyl-3-(6-methyl-[1,2,4]triazolo[4,3-a]pyridin-7-yl)propyl methanesulfonate CS(=O)(=O)OC[C@H](CC1=CC=2N(C=C1C)C=NN2)C